dimethoxy-4,4'-benzidine CONC1=CC=C(C2=CC=C(NOC)C=C2)C=C1